ClC1=C2NC(=C1)C=C1C=CC(=N1)C=C1C=CC(N1)=CC=1C=CC(N1)=C2.[Mn] manganese chloroporphyrin